(S)-N-(5-cyano-2,3-dihydro-1H-inden-1-ylidene)-2-methylpropane-2-sulfinamide C(#N)C=1C=C2CCC(C2=CC1)=N[S@@](=O)C(C)(C)C